N-(2-nitro-3,5-difluorophenyl)morpholine-4-sulfonamide [N+](=O)([O-])C1=C(C=C(C=C1F)F)NS(=O)(=O)N1CCOCC1